P(OCCCCCCCCCCCCCC#C)(OCO[C@@H](CN1C2=NC=NC(=C2N=C1)N)C)=O.[NH4+] ammonium pentadecan-14-yn-1-yl (R)-(((1-(6-amino-9H-purin-9-yl) propan-2-yl) oxy) methyl) phosphonate